(2R,3R,5S)-3-[(tert-Butyldimethylsilyl)oxy]-5-[(methanesulfonyloxy)methyl]-2-methylpyrrolidine-1-carboxylic acid tert-butyl ester C(C)(C)(C)OC(=O)N1[C@@H]([C@@H](C[C@H]1COS(=O)(=O)C)O[Si](C)(C)C(C)(C)C)C